C(C)C(COC(CCCCOC=1C=C(C(=O)O)C=C(C1)OCCCCC(OCC(CCCC)CC)=O)=O)CCCC 3,5-Bis((5-((2-ethylhexyl)oxy)-5-oxopentyl)oxy)benzoic acid